4-(1-cyanocyclopropyl)phenylboronic acid C(#N)C1(CC1)C1=CC=C(C=C1)B(O)O